FC1(CCC(CC1)C1=NC=NC(=C1NC(C1=CN=C(C=C1)F)=O)C1=C(C=CC(=C1)F)F)F N-(4-(4,4-difluorocyclohexyl)-6-(2,5-difluorophenyl)pyrimidin-5-yl)-6-fluoronicotinamide